2-fluoro-benzamide FC1=C(C(=O)N)C=CC=C1